1,8-Phenanthroline N1=CC=CC2=CC=C3C=NC=CC3=C12